O1CCOC2=NC=C(C=C21)S(=O)(=O)N2CC1=C(C2)CN(C1)C([C@@H](CO)C1=CC=CC=C1)=O (R)-1-(5-[2H,3H-[1,4]dioxino[2,3-b]pyridine-7-sulfonyl]-1H,2H,3H,4H,5H,6H-pyrrolo[3,4-c]pyrrol-2-yl)-3-hydroxy-2-phenylpropan-1-one